N-(1,6-DIMETHYL-1H-INDAZOL-7-YL)-1-(2-(TRIFLUOROMETHYL)PYRIDIN-4-YL)-1H-PYRAZOLE-4-SULFONAMIDE CN1N=CC2=CC=C(C(=C12)NS(=O)(=O)C=1C=NN(C1)C1=CC(=NC=C1)C(F)(F)F)C